ClC=1C(=NC=C(N1)N1N=C(C=C1)C(F)(F)F)C#N 3-chloro-5-(3-(trifluoromethyl)-1H-pyrazol-1-yl)pyrazine-2-carbonitrile